OC(CN1CCC(CC1)NC1=C2C=C(N(C2=CC=C1)CC(F)(F)F)C#CCNC1=C(C=C(C=C1)S(=O)(=O)N(C)C)OC)COC 4-{[3-(4-{[1-(2-hydroxy-3-methoxypropyl)piperidin-4-yl]amino}-1-(2,2,2-trifluoroethyl)-1H-indol-2-yl)prop-2-yn-1-yl]amino}-3-methoxy-N,N-dimethylbenzene-1-sulfonamide